(4aR)-1-[(3-Fluorophenyl)methyl]-4a-methyl-6,7-dihydro-5H-pyrrolo[1,2-b]pyridazine-2,4-dione FC=1C=C(C=CC1)CN1N2[C@@](C(CC1=O)=O)(CCC2)C